C(C)NCCCC N-ethyl-4-aminobutan